5-(5-fluoro-2-methylphenyl)-1,3,3,5,7-pentamethyloctahydrobenzo[c]isoxazole FC=1C=CC(=C(C1)C1(CC2C(N(OC2(C)C)C)C(C1)C)C)C